O=C[C@H](O)[13C@@H](O)[13C@H](O)[C@H](O)CO [3,4-13C]glucose